COC(C(C)(C)OC=O)=O formyloxyisobutyric acid methyl ester